BrC=1C=CC(=C2C=NN(C12)CC#N)NC1=NC=C(C(=N1)NC)C(F)(F)F 2-(7-bromo-4-((4-(methylamino)-5-(trifluoromethyl)pyrimidin-2-yl)amino)-1H-indazol-1-yl)acetonitrile